CC1=C[C@@H](OC1=O)OC=C1C2C(OC1=O)C1=CC=CC=C1C2 3-({[(2R)-4-methyl-5-oxo-2,5-dihydrofuran-2-yl]Oxy}methylene)-3,3a,4,8b-tetrahydro-2H-indeno[1,2-b]Furan-2-one